ClC1=CN2C(=NC(=CC2=O)N2CCN(C3(CC3)C2)C(=O)[O-])S1 7-(2-chloro-5-oxo-5H-thiazolo[3,2-a]pyrimidin-7-yl)-4,7-diazaspiro[2.5]octane-4-carboxylate